NC1C(CCC1)C1(CN(C1)C(=O)C1=C(C(=C(C=C1)F)F)NC1=C(C=C(C=C1)I)F)O 3-(2-Aminocyclopentyl)-1-({3,4-difluoro-2-[(2-fluoro-4-iodophenyl)amino]Phenyl}carbonyl)azetidin-3-ol